sodium lauroyl-lauryl-sarcosine sarcosinate N(C)CC(=O)[O-].C(CCCCCCCCCCC)(=O)CN(CC(=O)O)CCCCCCCCCCCC.[Na+]